C(=O)C=1C=CC(=NC1)C=1C(=C(C=CC1)NC=1C=C(C=2N(N1)C(=CN2)C(=O)NC(C)C)NC)OC 6-{[3-(5-formylpyridin-2-yl)-2-methoxyphenyl]amino}-N-isopropyl-8-(methylamino)imidazo[1,2-b]pyridazine-3-carboxamide